2,5-dichloro-4-(4-fluorophenyl)pyridine ClC1=NC=C(C(=C1)C1=CC=C(C=C1)F)Cl